17β-(N-tert-butyl-amino-formyl)androstane-3,5-diene C(C)(C)(C)NC(=O)[C@@H]1[C@]2(C)[C@@H](CC1)[C@@H]1CC=C3C=CCC[C@]3(C)[C@H]1CC2